C[C@@H]1C(=NNC(O1)=O)C1=CC(=C(C=C1)N1CCOCC1)C(F)(F)F |r| (Rac)-6-methyl-5-(4-morpholino-3-(trifluoromethyl)phenyl)-3,6-dihydro-2H-1,3,4-oxadiazin-2-one